5-(4-Chloro-2-methyl-2H-indazol-5-yl)-3-methyl-2-(endo-3-(methylamino)-8-azabicyclo[3.2.1]oct-8-yl)-3,7-dihydro-4H-pyrrolo[2,3-d]pyrimidin-4-one ClC=1C2=CN(N=C2C=CC1C1=CNC=2N=C(N(C(C21)=O)C)N2C1CC(CC2CC1)NC)C